COC=1C=C(C=CC1)C12C(N(C(C2C1)=C)C1=CC=CC=C1)=O 1-(3-methoxyphenyl)-4-methylene-3-phenyl-3-azabicyclo[3.1.0]hexan-2-one